3-methyl-5-(N-phenethylsulfamoyl)benzofuran-2-carboxylic acid CC1=C(OC2=C1C=C(C=C2)S(NCCC2=CC=CC=C2)(=O)=O)C(=O)O